2-(2-fluoro-3,4-dihydroxy-5-methoxyphenyl)-1-(3-methyloxetan-3-yl)-N-(pyrrolidin-3-yl)-1H-benzo[d]imidazole-6-carboxamide FC1=C(C=C(C(=C1O)O)OC)C1=NC2=C(N1C1(COC1)C)C=C(C=C2)C(=O)NC2CNCC2